1-tert-butyl-3-(4-ethanesulfonamidophenyl)-5-[(naphthalen-2-yl)amino]-1H-pyrazole-4-carboxamide C(C)(C)(C)N1N=C(C(=C1NC1=CC2=CC=CC=C2C=C1)C(=O)N)C1=CC=C(C=C1)NS(=O)(=O)CC